2-((S)-4,4-difluoro-3-(6-oxo-1,6-dihydropyridin-3-yl)piperidin-1-yl)-N-(5-(isoxazol-3-yl)pyridin-2-yl)propionamide FC1([C@H](CN(CC1)C(C(=O)NC1=NC=C(C=C1)C1=NOC=C1)C)C1=CNC(C=C1)=O)F